(E)-3,3'-dimethyl-chalcone CC=1C=C(C=CC1)\C=C\C(=O)C1=CC(=CC=C1)C